ClC=1N=NC(=C(N1)CC)C1=C(C=C(C=C1)C(F)(F)F)OC 3-chloro-5-ethyl-6-(2-methoxy-4-(trifluoromethyl)phenyl)-1,2,4-triazine